ethyl-tert-butylbenzene C(C)C1=C(C=CC=C1)C(C)(C)C